3-[3-chloro-6-(3,5-dimethylisoxazol-4-yl)pyrrolo[3,2-b]pyridin-1-yl]-3-cyclopropyl-propanenitrile ClC1=CN(C=2C1=NC=C(C2)C=2C(=NOC2C)C)C(CC#N)C2CC2